3-Hydroxy-4,4-dimethyl-N-((S)-1-(3-(trifluoro-methyl)phenyl)ethyl)pentanamide OC(CC(=O)N[C@@H](C)C1=CC(=CC=C1)C(F)(F)F)C(C)(C)C